BrCC1=CC(=NN1C1=CC=C(C=C1)C(F)(F)F)C1=CC=CC=C1 5-(bromomethyl)-3-phenyl-1-(4-(trifluoromethyl)phenyl)-1H-pyrazole